B([O-])([O-])[O-].C(C(=O)OF)(=O)OF.[Li+].[Li+].[Li+] lithium bis(fluoro) (oxalate) borate